6-(2-dimethylaminophenyl)-2-phenoxymethylimidazo[1,2-a]pyrimidine CN(C1=C(C=CC=C1)C=1C=NC=2N(C1)C=C(N2)COC2=CC=CC=C2)C